4-Chloro-6-(2-(hydroxymethyl)piperidin-1-yl)pyrimidin-2(1H)-one ClC1=NC(NC(=C1)N1C(CCCC1)CO)=O